FC1(CN(CC1)C1=NC(=CC(=N1)N)C)F 2-(3,3-difluoropyrrolidin-1-yl)-6-methylpyrimidin-4-amine